Cl.COCCN1N=CC(=C1)CN (1-(2-Methoxyethyl)-1H-pyrazole-4-yl)methaneamine hydrochloride